1-[4-[[3-(2,3-difluoro-4-methoxyphenyl)imidazo[1,2-a]pyrazin-8-yl]amino]-2-methylbenzoyl]-N-[2-(methylamino)ethyl]piperidine-4-carboxamide FC1=C(C=CC(=C1F)OC)C1=CN=C2N1C=CN=C2NC2=CC(=C(C(=O)N1CCC(CC1)C(=O)NCCNC)C=C2)C